(E)-N-((2-Bromo-6-methylpyridin-4-yl)methylene)-2-methylpropane-2-sulfinamide BrC1=NC(=CC(=C1)\C=N\S(=O)C(C)(C)C)C